[Si](C)(C)(C(C)(C)C)OC[C@H](NC(=O)C=1N=C(SC1)C1=CC=C(C=C1)CNC(OCCOCCNC(OC(C)(C)C)=O)=O)C(=O)OC Methyl O-(tert-butyldimethylsilyl)-N-(2-(4-(13,13-dimethyl-3,11-dioxo-4,7,12-trioxa-2,10-diazatetradecyl)phenyl)thiazole-4-carbonyl)-L-serinate